CC1=CC=C(C=C1)OB(O)O 4-methylphenyl-boric acid